hydroxyethyl methacrylate (2-hydroxyethyl 2-methylprop-2-enoate) OCCC=C(C(=O)O)C.C(C(=C)C)(=O)OCCO